[N+](=O)([O-])OCCCO[N+](=O)[O-] 1,3-dinitrooxypropane